CS(=O)(=O)OCCN1C(=NC2=C1C=C(C=C2)Br)CN 2-(2-(aminomethyl)-6-bromo-1H-benzo[d]imidazol-1-yl)ethyl methanesulfonate